N-Ethylpiperazin-4-ium-1-sulfonamide chloride [Cl-].C(C)NS(=O)(=O)N1CC[NH2+]CC1